2-Fluoro-4-methyl-benzoic acid [(2R)-3-(3-ethyl-4-oxo-spiro[6,8-dihydro-5H-pyrazolo[4,3-c]azepin-7,4'-tetrahydropyran]-1-yl)-2-methyl-propyl] ester C(C)C1=NN(C2=C1C(NCC1(CCOCC1)C2)=O)C[C@H](COC(C2=C(C=C(C=C2)C)F)=O)C